CC=1N=C(OC1)N methyl-(2)-oxazolamine